(1R,9S)-9-ethyl-5-fluoro-1,9-dihydroxy-1,4-dimethyl-2,3,12,15-tetrahydrobenzo[de]pyrano[3',4':6,7]indolizino[1,2-b]quinoline-10,13(1H,9H)-dione C(C)[C@]1(C(OCC=2C(N3CC=4C(=NC=5C=C(C(=C6C5C4[C@](CC6)(C)O)C)F)C3=CC21)=O)=O)O